BrC=1C=C(C(=NC1)C(=O)OC)NCC1=CC(=C(C=C1)F)OC methyl 5-bromo-3-[(4-fluoro-3-methoxy-phenyl)methylamino]pyridine-2-carboxylate